2,2-difluoro-N-[rac-(2R,3S)-1-[1-(5-fluoropyrimidin-2-yl)indazol-5-yl]-5-oxo-2-phenyl-pyrrolidin-3-yl]-propanamide FC(C(=O)N[C@@H]1[C@H](N(C(C1)=O)C=1C=C2C=NN(C2=CC1)C1=NC=C(C=N1)F)C1=CC=CC=C1)(C)F |r|